ClC=1C(=CC(=C(C1)[C@H](N[S@@](=O)C(C)(C)C)C1CCN(CC1)C(=O)C1=CNC(C(=C1)OC)=O)OCC=C)C (S)-N-[(R)-[5-chloro-4-methyl-2-(prop-2-en-1-yloxy)phenyl][1-(5-methoxy-6-oxo-1H-pyridine-3-carbonyl)piperidin-4-yl]methyl]-2-methylpropane-2-sulfinamide